(3'-chloro-5'-fluoro-5,6-dihydro-[4,4'-bipyridin]-1(2H)-yl)(1-methylpiperidin-4-yl)methanone ClC=1C=NC=C(C1C1=CCN(CC1)C(=O)C1CCN(CC1)C)F